3-(dimethylaminopropyl)-3-phenylurea CN(C)CCCN(C(N)=O)C1=CC=CC=C1